CC(CC=C)(C)C 4,4-dimethyl-1-pentene